5-(3,4-dimethoxyphenyl)-N-isopropylthiophene-2-carboxamide COC=1C=C(C=CC1OC)C1=CC=C(S1)C(=O)NC(C)C